C(C)N(C(CCO)=O)CCN1CCC(CC1)N1N=CC2=CC(=CC=C12)F N-ethyl-N-{2-[4-(5-fluoro-1H-indazol-1-yl)piperidin-1-yl]ethyl}-3-hydroxy-propionamide